COC(CN1CCC(CC1)C1=CC=C(NN2C(CCCC2=O)=O)C=C1)OC [4-[1-(2,2-dimethoxyethyl)-4-piperidyl]anilino]piperidine-2,6-dione